tert-Butyl (2R)-2-(2-chloro-5-fluoro-3-methyl-phenyl)-3-oxo-pyrrolidine-1-carboxylate ClC1=C(C=C(C=C1C)F)[C@H]1N(CCC1=O)C(=O)OC(C)(C)C